N1=C(C=CC=C1)CC1=C(C(=O)N)C=CC=C1 pyridinylmethyl-benzamide